(p-chlorophenyl)(4,5-dimethylthiazol-2-yl)methylamine ClC1=CC=C(C=C1)NCC=1SC(=C(N1)C)C